Cl.FC(C1=NC=C(C(=O)NCC2=C(C=C(C=C2)C2=C(C=NC=C2)N2CCNCC2)C)C=C1)F 6-(difluoromethyl)-N-(2-methyl-4-(3-(piperazin-1-yl)pyridin-4-yl)benzyl)nicotinamide hydrochloride